CC1(OB(OC1(C)C)C1=CC(=NC=C1)NC(=O)C1CCCCC1)C N-(4-(4,4,5,5-tetramethyl-1,3,2-dioxaborolan-2-yl)pyridine-2-yl)cyclohexanecarboxamide